7-(bromomethyl)-3,3a-dihydrocyclopenta[b]chroman BrCC1=CC=2CC=3C(OC2C=C1)CCC3